O1CCC(CC1)C(N1C[C@@H]2[C@H](C1)CC(C2)NC2=CC=C(N=N2)C=2C=C(C=CC2)NC(C)=O)([2H])[2H] N-(3-(6-(((3aR,5s,6aS)-2-((tetrahydro-2H-pyran-4-yl)methyl-d2)octahydrocyclopenta[c]pyrrol-5-yl)amino)pyridazin-3-yl)phenyl)acetamide